Ethyl 2-oxo-2-(4-oxotetrahydrofuran-3-yl)acetate O=C(C(=O)OCC)C1COCC1=O